methyl 2-bromo-4-[4-(2-tert-butoxy-2-oxo-ethyl)-4-hydroxy-1-piperidyl]benzoate BrC1=C(C(=O)OC)C=CC(=C1)N1CCC(CC1)(O)CC(=O)OC(C)(C)C